C(C)(C)(C)OC(=O)NC(C=O)CC1=CC=CC=C1 2-t-Butoxycarbonylamino-3-phenylpropionaldehyde